5-((6-Amino-5-bromopyrimidin-4-yl)amino)-6-methoxy-1H-indazole NC1=C(C(=NC=N1)NC=1C=C2C=NNC2=CC1OC)Br